(benzotriazol-1-yloxy)tris(pyrrolidino)phosphonium hexafluorophosphate F[P-](F)(F)(F)(F)F.N1(N=NC2=C1C=CC=C2)O[P+](N2CCCC2)(N2CCCC2)N2CCCC2